C(C)C(C(NCCOCCOCCOCCNC1=CC=C(C2=NON=C21)[N+](=O)[O-])=O)(CC)C=2C(=NC(=CC2)CC2=CC=C(C=C2)F)C(=O)N (14-ethyl-1-((7-nitrobenzo[c][1,2,5]oxadiazol-4-yl)amino)-13-oxo-3,6,9-trioxa-12-azahexadecan-14-yl)-6-(4-fluorobenzyl)picolinamide